5-(1H-pyrazol-4-yl)-2-{6-[(2,2,6,6-tetramethylpiperidin-4-yl)oxy]pyridazin-3-yl}pyridin N1N=CC(=C1)C=1C=CC(=NC1)C=1N=NC(=CC1)OC1CC(NC(C1)(C)C)(C)C